ClC1=C(C=CC=C1C(=O)N1CCOCC1)NC1=C(C=C(C(=O)N=C2NCCN2)C=C1)C1CCCC1 4-{[2-chloro-3-(morpholine-4-carbonyl)phenyl]amino}-3-cyclopentyl-N-[(2E)-imidazolidin-2-ylidene]benzamide